ClC1=C(C(=O)C2C(CCC(C2=O)C2=CC=CC=C2)=O)C=CC(=C1)Cl 2-(2,4-dichlorobenzoyl)-4-phenyl-cyclohexane-1,3-dione